3-(6-(bis[(4-methoxyphenyl)methyl]amino)-5-bromo-3-nitropyridin-2-yl)-2-oxopropanoic acid ethyl ester C(C)OC(C(CC1=NC(=C(C=C1[N+](=O)[O-])Br)N(CC1=CC=C(C=C1)OC)CC1=CC=C(C=C1)OC)=O)=O